Ethyl (R)-5-((1-(5-fluoro-2-hydroxyphenyl)ethyl)amino)pyrazolo[1,5-a]pyrimidine-3-carboxylate FC=1C=CC(=C(C1)[C@@H](C)NC1=NC=2N(C=C1)N=CC2C(=O)OCC)O